ClC1=C(C=C(C=C1)S(=O)(=O)NC1=CC=C(C(=O)NC2=CC=C(C=C2)F)C=C1)[N+](=O)[O-] 4-((4-chloro-3-nitrophenyl)sulfonamido)-N-(4-fluorophenyl)benzamide